N1(C=NC=C1)CC1=C(C=C(C=N1)/C=C/C(=O)O)Cl (E)-3-(6-((1H-Imidazol-1-yl)methyl)-5-chloropyridin-3-yl)acrylic acid